4-(7-(8-Ethyl-7-fluoro-3-hydroxynaphthalen-1-yl)-8-fluoro-2-(((2R,7aS)-2-fluorotetrahydro-1H-pyrrolizin-7a(5H)-yl)methoxy)pyrido[4,3-d]pyrimidin-4-yl)-1,4-thiazepane 1-oxide C(C)C=1C(=CC=C2C=C(C=C(C12)C1=C(C=2N=C(N=C(C2C=N1)N1CCS(CCC1)=O)OC[C@]12CCCN2C[C@@H](C1)F)F)O)F